tert-butyl (2S)-2-(((tert-butyldimethylsilyl) oxy) methyl)-5-cyanopyrrolidine-1-carboxylate [Si](C)(C)(C(C)(C)C)OC[C@H]1N(C(CC1)C#N)C(=O)OC(C)(C)C